((4aR,6aS,7S)-4a,6a-dimethyl-2-oxo-2,4a,4b,5,6,6a,7,8,9,9a,9b,10,11,11a-tetradecahydro-1H-indeno[5,4-f]quinolin-7-yl)methyl 4-nitrobenzoate [N+](=O)([O-])C1=CC=C(C(=O)OC[C@H]2CCC3[C@@]2(CCC2[C@]4(C=CC(NC4CCC23)=O)C)C)C=C1